(5-hydroxypentyl) 4-methylbenzenesulfonate CC1=CC=C(C=C1)S(=O)(=O)OCCCCCO